C(#N)C=1C=C(C=C(C1)F)[C@@H]1CC=NN1C(=O)N1CCN(CC1)C1=NC=C(C(=N1)C=1C(=NNC1C)C(=O)OCC)F ethyl (S)-4-(2-(4-(5-(3-cyano-5-fluorophenyl)-4,5-dihydro-1H-pyrazole-1-carbonyl) piperazin-1-yl)-5-fluoropyrimidin-4-yl)-5-methyl-1H-pyrazole-3-carboxylate